2-((2-(7-chloro-2-methoxyquinoxalin-5-yl)-4-methylbenzo[d]Thiazol-6-yl)oxy)acetic acid ethyl ester C(C)OC(COC1=CC2=C(N=C(S2)C2=C3N=CC(=NC3=CC(=C2)Cl)OC)C(=C1)C)=O